5-(5-Cyano-2-fluorophenyl)oxazole-2-carboxylic acid lithium [Li].C(#N)C=1C=CC(=C(C1)C1=CN=C(O1)C(=O)O)F